C(C)(C)(C)OC(=O)C1=CN(C(=C1)C([2H])([2H])[2H])S(=O)(=O)C.C(C)(C)(C)[Si](C1=CC=CC=C1)(C1=CC=CC=C1)O[C@@H]1COC(C1)C tert-butyl-(((3S)-5-methyltetrahydrofuran-3-yl)oxy)diphenylsilane tert-Butyl-5-(trideuteriomethyl)-1-(methylsulfonyl)-1H-pyrrole-3-carboxylate